2,4-dimethyl-5-((2,2,2-trifluoroethyl)sulfinyl)aniline methyl-2-(bromomethyl)-5-(2,3-difluoropropoxy)benzoate COC(C1=C(C=CC(=C1)OCC(CF)F)CBr)=O.CC1=C(N)C=C(C(=C1)C)S(=O)CC(F)(F)F